C(CCCCC(C(=O)[O-])(C(=O)[O-])CCC#N)C(C(=O)[O-])(C(=O)[O-])CCC#N pentylenebis[2-(cyanoethyl) malonate]